4-(butylamino)pyrimidine C(CCC)NC1=NC=NC=C1